ClC1=CC=C(C=N1)CNCC1=CC(=C(C=C1)F)Br 1-(6-chloropyridin-3-yl)-N-(3-bromo-4-fluorobenzyl)methylamine